ethyl 2-methyl-1,6-naphthyridine-5-carboxylate CC1=NC=2C=CN=C(C2C=C1)C(=O)OCC